mono-ammonium chloride [Cl-].[NH4+]